methyl 3-[3-({[tert-butyl(diphenyl)silyl]oxy}methyl)-4-methylphenyl]-3-oxopropanoate [Si](C1=CC=CC=C1)(C1=CC=CC=C1)(C(C)(C)C)OCC=1C=C(C=CC1C)C(CC(=O)OC)=O